N-{[4-({4-[(2-cyanoethyl)(cyclopropyl)amino]cyclohexyl}amino)-3-nitrophenyl]sulfonyl}-2-(1H-pyrrolo[2,3-b]pyridin-5-yloxy)benzamide C(#N)CCN(C1CCC(CC1)NC1=C(C=C(C=C1)S(=O)(=O)NC(C1=C(C=CC=C1)OC=1C=C2C(=NC1)NC=C2)=O)[N+](=O)[O-])C2CC2